C(=C)C1=C(CC=2OC=CN2)C=CC=C1 2-(2-vinylbenzyl)oxazole